ClC1=C(C=CC=C1)N1C(C=C(C2=CC=C(N=C12)C(F)(F)F)NC)=O (2-chlorophenyl)-4-(methylamino)-7-(trifluoromethyl)-1,8-naphthyridin-2(1H)-one